1-[1-[2-[[tert-butyl(dimethyl)silyl]oxymethyl]-2,3-dihydrobenzofuran-5-yl]pyrazol-3-yl]-3-[(4S)-8-chlorochroman-4-yl]urea [Si](C)(C)(C(C)(C)C)OCC1OC2=C(C1)C=C(C=C2)N2N=C(C=C2)NC(=O)N[C@H]2CCOC1=C(C=CC=C21)Cl